3-((3-(4-(3-((2-(Dinonylamino)ethyl)(nonyl)amino)propanoyl)piperazin-1-yl)-3-oxopropyl)(nonyl)amino)propylhexanoate C(CCCCCCCC)N(CCN(CCC(=O)N1CCN(CC1)C(CCN(CCCOC(CCCCC)=O)CCCCCCCCC)=O)CCCCCCCCC)CCCCCCCCC